1-(2-amino-6-isopropylpyrimidin-4-yl)-3-(imidazo[1,5-a]pyridin-1-yl)piperidin-3-ol NC1=NC(=CC(=N1)N1CC(CCC1)(O)C=1N=CN2C1C=CC=C2)C(C)C